ClC=1C=CC(=NC1)C=1C(=NC=CN1)C(C)N 1-[3-(5-chloro-2-pyridinyl)pyrazin-2-yl]ethylamine